CCCC(CCC)NC(=O)C1=NNC(=C1)C=1C=C(C=CC1)C=1OC(=CN1)C(=O)NC(CC)CC 2-(3-(3-(heptan-4-ylcarbamoyl)-1H-pyrazol-5-yl)phenyl)-N-(pentan-3-yl)oxazole-5-carboxamide